C(C)C(CNCCCN)CCCC N-(2-ethylhexyl)-1,3-propylenediamine